ClC=1C(=NC(=NC1)NC1=C(C=C(C(=C1)C)C1CCNCC1)OC1CC1)NC=1C(=NN(C1)C)S(=O)(=O)OC(C)C 5-chloro-N2-(2-cyclopropoxy-4-piperidin-4-yl-5-methylphenyl)-N4-[1-methyl-3-(isopropoxysulfonyl)-1H-pyrazol-4-yl]-pyrimidin-2,4-diamine